The molecule is a monohydroxyquinoline in which the hydroxy group is positioned at C-8 with a nitro group trans to it at C-5. It has a role as an antimicrobial agent, an antifungal agent, a renal agent and an antiinfective agent. It is a C-nitro compound and a monohydroxyquinoline. C1=CC2=C(C=CC(=C2N=C1)O)[N+](=O)[O-]